BrC1=NC(=C(C(=C1C)Br)C)C 2,4-dibromo-3,5,6-trimethyl-pyridine